C(C)(C)(C)OC(=O)N1C2=C(OCC1)C=CC(=C2)SCC2=CC=CC=C2 6-(Benzylthio)-2,3-dihydro-4H-benzo[b][1,4]oxazine-4-carboxylic acid tert-butyl ester